tert-butyl N-[[4-[[4-[3-(2,4-dioxohexahydropyrimidin-1-yl)-4-methoxy-benzoyl]piperazin-1-yl]methyl]phenyl]methyl]carbamate O=C1N(CCC(N1)=O)C=1C=C(C(=O)N2CCN(CC2)CC2=CC=C(C=C2)CNC(OC(C)(C)C)=O)C=CC1OC